CN1C(=NC2=C1C=CC(=C2)C(=O)O)NC=2OC1=NC=CC=C1N2 1-methyl-2-(oxazolo[5,4-b]pyridin-2-ylamino)-1H-benzo[d]imidazole-5-carboxylic acid